BrC=1C=C(C=CC1)[C@@H](C)N (R)-1-(3-bromophenyl)ethanamine